5-amino-N-(3-chloro-4-fluorophenyl)-1-methyl-3-((2s,3aR,6aS)-5-oxooctahydropentalen-2-yl)-1H-pyrazole-4-carboxamide NC1=C(C(=NN1C)C1C[C@H]2CC(C[C@H]2C1)=O)C(=O)NC1=CC(=C(C=C1)F)Cl